C(CC)C(C(=O)[O-])(C(=O)[O-])CCC.[Li+].[Na+] sodium lithium 2,2-dipropylpropanedioate